4-(4-methoxy-2,3-dinitrophenyl)pyridine COC1=C(C(=C(C=C1)C1=CC=NC=C1)[N+](=O)[O-])[N+](=O)[O-]